6-bromo-4-{4-[(2-bromo-6-hydroxyphenyl)methyl]piperazin-1-yl}-1-methyl-2-oxo-1,2-dihydro-1,5-naphthyridine-3-carbonitrile BrC=1N=C2C(=C(C(N(C2=CC1)C)=O)C#N)N1CCN(CC1)CC1=C(C=CC=C1O)Br